4-hydroxy-N-((R)-2-hydroxy-1-(2',3',6'-trifluoro-[1,1'-biphenyl]-4-yl)ethyl)pyrrolidine-2-carboxamide OC1CC(NC1)C(=O)N[C@@H](CO)C1=CC=C(C=C1)C1=C(C(=CC=C1F)F)F